tert-Butyl ((6-bromopyridin-2-yl)methyl)carbamate BrC1=CC=CC(=N1)CNC(OC(C)(C)C)=O